FC1(CC(C1)OC1=CC=C(C=N1)N)F 6-(3,3-difluorocyclobutoxy)pyridin-3-amine